(S)-6-(1-amino-1,3-dihydrospiro[indene-2,4'-piperidine]-1'-yl)-3-(1-(2-(difluoromethyl)pyridin-4-yl)vinyl)-1,5-dihydro-4H-pyrazole N[C@@H]1C2=CC=CC=C2CC12CCN(CC2)C2=CC(=CC(=N2)C(F)F)C(=C)C2=NNCC2